6-methylisonicotinamide CC=1N=CC=C(C(=O)N)C1